N1C=NC(=C1)C1=CC(=NN1CCC)C 5-(1H-imidazol-4-yl)-3-methyl-1-propyl-1H-pyrazole